(S)-2-(((3,3-dibutyl-5-(4-fluorophenyl)-7-methylsulfanyl-1,1-dioxo-2,3,4,5-tetrahydrobenzo[b][1,4]thiazepin-8-yl)methyl)amino)-3-hydroxypropionic acid C(CCC)C1(CN(C2=C(S(C1)(=O)=O)C=C(C(=C2)SC)CN[C@H](C(=O)O)CO)C2=CC=C(C=C2)F)CCCC